(R)-4-(6-(1,4-dimethyl-1H-pyrazol-5-yl)-2-(1H-indol-4-yl)pyrido[3,2-d]pyrimidin-4-yl)-3-methylmorpholine CN1N=CC(=C1C=1C=CC=2N=C(N=C(C2N1)N1[C@@H](COCC1)C)C1=C2C=CNC2=CC=C1)C